C(CC)[N+]1(CCCCC1)C 1-n-propyl-1-methylpiperidinium